C(CCC)[C@H]1N(S(C2=C(N(C1)C1=CC=C(C=C1)F)C=C(C(=C2)O/C=C/C(=O)O)SCC)(=O)=O)C (R)-(E)-3-((3-butyl-7-(ethylsulfanyl)-5-(4-fluorophenyl)-2-methyl-1,1-dioxido-2,3,4,5-tetrahydro-1,2,5-benzothiadiazepin-8-yl)oxy)acrylic acid